C(CCC)N1SC2=C(C1=O)C=CC=C2 2-butyl-1,2-benzothiazole-3(2H)-one